2-(2-(1-aminocyclopropyl)ethyl)isoindoline-1,3-dione hydrochloride Cl.NC1(CC1)CCN1C(C2=CC=CC=C2C1=O)=O